NC1=C(C=CC=C1)C1=CC=C(C=C1)N 2,4'-diaminobiphenyl